[Cl-].C(C)N1C=NC=C1 N-ethylimidazole chloride salt